FC1=C(C(=C(C=C1C1=NN(C2=NC(=NC=C21)N2CC(OCC2)C2=NC=CC=C2)C)C(F)(F)F)F)O 2,6-Difluoro-3-(1-methyl-6-(2-(pyridin-2-yl)morpholino)-1H-pyrazolo[3,4-d]pyrimidin-3-yl)-5-(trifluoromethyl)phenol